(1R,2S,5S)-6,6-dimethyl-N-((S)-3-oxo-1-((S)-2-oxopyrrolidin-3-yl)-4-(trifluoromethoxy)butan-2-yl)-3-(5-(trifluoromethyl)-isoxazole-3-carbonyl)-3-azabicyclo[3.1.0]-hexane-2-carboxamide CC1([C@H]2CN([C@@H]([C@@H]12)C(=O)N[C@@H](C[C@H]1C(NCC1)=O)C(COC(F)(F)F)=O)C(=O)C1=NOC(=C1)C(F)(F)F)C